3-(N-(2,4-dimethylphenyl)sulfamoyl)-N-mesitylbenzamide CC1=C(C=CC(=C1)C)NS(=O)(=O)C=1C=C(C(=O)NC2=C(C=C(C=C2C)C)C)C=CC1